C(C)C1=C(C=CC(=N1)N)B1OC(C(O1)(C)C)(C)C 6-ethyl-5-(4,4,5,5-tetramethyl-1,3,2-dioxaborolan-2-yl)pyridin-2-amine